4-{[6-(5-chloro-2-fluorophenyl)pyridazin-4-yl]Amino}quinoline-7-carboxylic acid 1-methylpiperidin-4-yl ester CN1CCC(CC1)OC(=O)C1=CC=C2C(=CC=NC2=C1)NC1=CN=NC(=C1)C1=C(C=CC(=C1)Cl)F